(2R,3S,5R)-5-(6-amino-2-fluoro-9H-purin-9-yl)-2-(hydroxymethyl)-2-(2,2,2-trifluoroethyl)tetrahydrofuran-3-ol NC1=C2N=CN(C2=NC(=N1)F)[C@H]1C[C@@H]([C@@](O1)(CC(F)(F)F)CO)O